C12(CCC(C1)C2)NC([C@@H](C2CCCC2)NC(OC(C)(C)C)=O)=O tert-butyl (R)-(2-(bicyclo[2.1.1]hexan-1-ylamino)-1-cyclopentyl-2-oxoethyl)carbamate